1-[(3R)-7-(ethylamino)-5-fluoro-3-methyl-2-oxo-indolin-3-yl]-N-methyl-4-phenyl-piperidine-3-carboxamide C(C)NC=1C=C(C=C2[C@@](C(NC12)=O)(C)N1CC(C(CC1)C1=CC=CC=C1)C(=O)NC)F